(Z)-2-(4-(dimethylamino)benzylidene)-6-propoxybenzofuran-3(2H)-one CN(C1=CC=C(\C=C\2/OC3=C(C2=O)C=CC(=C3)OCCC)C=C1)C